NC1=CC=C(OC=2C(=NC=CC2)C(=O)NC)C=C1 (4-aminophenoxy)-N-methyl-2-pyridinecarboxamide